C(C)(C)(C)OC(=O)N(C1=C2C(=NC(=N1)Cl)N(N=C2)[C@@H]2O[C@@H](C([C@H]2CC(=O)[O-])=C)CO[Si](C)(C)C(C)(C)C)C(=O)OC(C)(C)C (2R,3R,5S)-2-(4-(bis(tert-butoxycarbonyl)amino)-6-chloro-1H-pyrazolo[3,4-d]pyrimidin-1-yl)-5-(((tert-butyldimethylsilyl)oxy)methyl)-4-methylenetetrahydrofuran-3-acetate